C(#N)C1(CN(C1)C1=NC2=C(N1C(=O)NCCC(C)C)C=CC=C2)C (3-Cyano-3-methylazetidin-1-yl)-N-isopentyl-1H-benzo[d]imidazole-1-carboxamide